6-(2-fluoro-4-(1-methyl-1H-pyrazol-4-yl)benzyl)-5-oxo-N-(3,3,3-trifluoro-2-hydroxypropyl)-5,6-dihydropyrido[3,4-b]pyrazine-8-carboxamide FC1=C(CN2C(C3=NC=CN=C3C(=C2)C(=O)NCC(C(F)(F)F)O)=O)C=CC(=C1)C=1C=NN(C1)C